COC=1C=C(C=NC1N1N=CC=N1)NC(=O)C=1C=NN(C1C(F)(F)F)C1=C2C=CC=NC2=CC=C1 N-(5-methoxy-6-(2H-1,2,3-triazol-2-yl)pyridin-3-yl)-1-(quinolin-5-yl)-5-(trifluoromethyl)-1H-pyrazole-4-carboxamide